2-chloro-N-(5,6-dimethoxy-benzo[d]thiazol-2-yl)acetamide ClCC(=O)NC=1SC2=C(N1)C=C(C(=C2)OC)OC